(R)-2-(3-fluoro-2-methoxy-5-propylphenyl)-2-((R)-3-((5-(5,6,7,8-tetrahydro-1,8-naphthyridin-2-yl)pentyl)oxy)pyrrolidin-1-yl)acetic acid FC=1C(=C(C=C(C1)CCC)[C@H](C(=O)O)N1C[C@@H](CC1)OCCCCCC1=NC=2NCCCC2C=C1)OC